N1CC(CCC1)C(=O)C1=CC2=CC=CC=C2C=C1 (piperidin-3-yl)(naphthalen-2-yl)methanone